O1CC(C1)C=CCCCCCCCCCCCCCCCCCCC(=O)O 21-(oxetan-3-yl)heneicosa-20-enoic acid